2,2-difluoro-6-nitrobenzo[d][1,3]dioxol-5-ethanone FC1(OC2=C(O1)C=C(C(=C2)CC=O)[N+](=O)[O-])F